C(C#CCCCC)OC(CCC(=O)OCCCCCCN(CCCCCCCC(=O)OCCCCCCCCC)CCO)OCC#CCCCC nonyl 8-((6-((4,4-bis(hept-2-yn-1-yloxy)butanoyl)oxy)hexyl)(2-hydroxyethyl)amino)octanoate